Ethyl (1R,5S,6S,7S)-7-((2-chloro-7-(trifluoromethyl)pyrrolo[2,1-f][1,2,4]triazin-4-yl)amino)tricyclo[3.2.2.02,4]nonane-6-carboxylate ClC1=NN2C(C(=N1)N[C@@H]1[C@H]([C@@H]3C4CC4[C@H]1CC3)C(=O)OCC)=CC=C2C(F)(F)F